CC=1C=C(C=C(C1C)C)O 3,4,5-trimethylphenol